allyl-(2-di-tert-butylphosphino-2',4',6'-triisopropyl-3,6-dimethoxy-1,1'-biphenyl) palladium (II) trifluoromethanesulfonate FC(S(=O)(=O)[O-])(F)F.[Pd+2].C(C=C)C1=C(C(=C(C(=C1)OC)C1=C(C=C(C=C1C(C)C)C(C)C)C(C)C)P(C(C)(C)C)C(C)(C)C)OC.FC(S(=O)(=O)[O-])(F)F